(7S,9aR)-7-(4-chlorophenyl)octahydro-2H-pyrido[1,2-a]pyrazin-7-ol ClC1=CC=C(C=C1)[C@]1(CC[C@H]2N(CCNC2)C1)O